N1=NC=C(C=C1)NC1=NCCC2=CC=CC=C12 (pyridazin-4-ylamino)-3,4-dihydroisoquinolin